3-ethylbicyclo[3.2.0]hept-6-ylideneacetate C(C)C1CC2CC(C2C1)=CC(=O)[O-]